CS(=O)(=O)[C@H]1C[C@@H](CN(C1)C1=CC=CC=C1)S(=O)(=O)C=1C=C(C=CC1)CN trans-(3-((5-(Methylsulfonyl)-1-phenylpiperidin-3-yl)sulfonyl)phenyl)methanamine